F[C@@H](C(=O)NC1=C(C=C(C=C1)NCC1=CC=C(C=C1)C(F)(F)F)NC)[C@H](CCCCC)F (2S,3S)-2,3-Difluoro-N-(2-(methylamino)-4-((4-(trifluoromethyl)benzyl)amino)phenyl)octanamid